C[C@H]1N(CCOC1)C1=CC(=C2C(=N1)C(=NS2)C2=NC(=NN2)C)C2=CC=NN2C (3R)-3-methyl-4-[3-(3-methyl-1H-1,2,4-triazol-5-yl)-7-(1-methyl-1H-pyrazol-5-yl)-[1,2]thiazolo[4,5-b]pyridin-5-yl]morpholine